Tert-butyl 1,3,4,5-tetrahydropyrido[4,3-b]indole-2-carboxylate C1N(CCC=2NC=3C=CC=CC3C21)C(=O)OC(C)(C)C